2-(2-methoxyphenyl)benzofuran-5-carbaldehyde COC1=C(C=CC=C1)C=1OC2=C(C1)C=C(C=C2)C=O